C(C=C)NC(=S)NC1=NNC=N1 1-allyl-3-(1H-1,2,4-triazol-3-yl)thiourea